N-trans-feruloyl-3-methoxytyramine COC1=C(C=CC(=C1)CCNC(=O)/C=C/C2=CC(=C(C=C2)O)OC)O